FC[C@](N)(CC1=CNC=N1)C(=O)O α-fluoromethylhistidine